BrCCOC1=CC2=C(NC(=N2)C(C)(C)O)C(=C1)C(F)(F)F 2-[5-(2-bromoethoxy)-7-(trifluoromethyl)-1H-1,3-benzimidazol-2-yl]-2-propanol